O=C1C2=C(N=C(N1)[C@H]1[C@@H](CC1)C1=NC=CC=C1)N(N=C2C#N)[C@H](C)C=2C=NC(=CC2)C(F)(F)F 4-oxo-6-((1R,2R)-2-(pyridin-2-yl)cyclobutyl)-1-((R)-1-(6-(trifluoromethyl)pyridin-3-yl)ethyl)-4,5-dihydro-1H-pyrazolo[3,4-d]pyrimidine-3-carbonitrile